NC=1N=CC(=NC1OCC1=C(C(=CC=C1F)F)Cl)C=1C=C(C=CC1)C(=O)N1CC(NC(C1)C)C {3-[5-amino-6-(2-chloro-3,6-difluoro-benzyloxy)-pyrazin-2-yl]-phenyl}-(3,5-dimethyl-piperazin-1-yl)-methanone